1-ethyl-1-((S)-2,2,2-trifluoro-1-(5-methoxy-4-(8-methoxyimidazo[1,2-a]pyrazin-6-yl)pyridin-2-yl)ethyl)-3-(1,1,1-trifluorobut-3-yn-2-yl)urea C(C)N(C(=O)NC(C(F)(F)F)C#C)[C@H](C(F)(F)F)C1=NC=C(C(=C1)C=1N=C(C=2N(C1)C=CN2)OC)OC